4-(1H-1,2,3-triazol-5-yl)piperidin-HCl Cl.N1N=NC=C1C1CCNCC1